BrC1=CC(=C(C(=C1)CC)N)Cl 4-bromo-2-chloro-6-ethyl-benzenamine